4-bromo-5-(2,2,2-trifluoroethoxy)-2-((2-(trimethylsilyl)ethoxy)methyl)pyridazine BrC1=CN(NC=C1OCC(F)(F)F)COCC[Si](C)(C)C